N-((1s,3s)-3-(6-((4-(4-(1-(4-(2-(2,6-dioxopiperidin-3-yl)-1,3-dioxoisoindolin-5-yl)butyl)piperidin-4-yl)piperazin-1-yl)phenyl)amino)-9H-purin-9-yl)cyclobutyl)-2-phenylacetamide O=C1NC(CC[C@@H]1N1C(C2=CC=C(C=C2C1=O)CCCCN1CCC(CC1)N1CCN(CC1)C1=CC=C(C=C1)NC1=C2N=CN(C2=NC=N1)C1CC(C1)NC(CC1=CC=CC=C1)=O)=O)=O